4-({5-[4-chloro-1-(2H-indazol-6-yl)-1H-1,2,3-benzotriazol-6-yl]-1H-pyrazol-1-yl}methyl)benzonitrile ClC1=CC(=CC=2N(N=NC21)C=2C=CC1=CNN=C1C2)C2=CC=NN2CC2=CC=C(C#N)C=C2